5-chloro-N-(2-oxo-1-phenylpyrrolidin-3-yl)thiophene-2-sulfonamide ClC1=CC=C(S1)S(=O)(=O)NC1C(N(CC1)C1=CC=CC=C1)=O